C(CCCCCCCCCCC)NC(=S)NC1=CC=CC=C1 N-dodecyl-N'-phenylthiourea